1,3-bis(hexafluoro-α-hydroxyisopropyl)benzene FC(C(C(F)(F)F)(O)C1=CC(=CC=C1)C(C(F)(F)F)(C(F)(F)F)O)(F)F